3-[[3-acetyl-6-[5-[(6-methylpyridazin-3-yl)amino]benzimidazol-1-yl]-2-pyridyl]oxy]pyrrolidine-1-carboxylic acid tert-butyl ester C(C)(C)(C)OC(=O)N1CC(CC1)OC1=NC(=CC=C1C(C)=O)N1C=NC2=C1C=CC(=C2)NC=2N=NC(=CC2)C